4-chloro-6-(cyclopropyloxy)-3-fluorobenzene-1-carbonitrile ClC1=C(C=C(C(=C1)OC1CC1)C#N)F